6-(3-(Difluoromethyl)-1H-pyrazol-4-yl)-2-(3-hydroxybenzyl)isoquinolin-1(2H)-one FC(C1=NNC=C1C=1C=C2C=CN(C(C2=CC1)=O)CC1=CC(=CC=C1)O)F